(S)-(1-(5-chloro-2-ethoxybenzyl)pyrrolidin-3-yl)methanamine disuccinate C(CCC(=O)O)(=O)O.C(CCC(=O)O)(=O)O.ClC=1C=CC(=C(CN2C[C@@H](CC2)CN)C1)OCC